FC(C(=O)O)(F)F.NC=1C=2N(C=C(N1)C(F)(F)F)C(=CN2)C=2C=C(C=CC2C)S(=O)(=O)NC21CC(C2)(C1)C(=O)O 3-(3-(8-Amino-6-(trifluoromethyl)imidazo[1,2-a]pyrazin-3-yl)-4-methylphenylsulfonamido)bicyclo[1.1.1]pentane-1-carboxylic acid trifluoroacetate salt